6-(Cyclopropanamido)-N-ethoxy-4-((2-methoxy-3-(1-methyl-1H-1,2,4-triazol-3-yl)phenyl)amino)pyridazine-3-carboxamide C1(CC1)C(=O)NC1=CC(=C(N=N1)C(=O)NOCC)NC1=C(C(=CC=C1)C1=NN(C=N1)C)OC